C(C)(C)(C)OC(=O)N1CCN(CC1)C=1C=NC(=C(C1)F)N 4-(6-amino-5-fluoropyridin-3-yl)piperazine-1-carboxylic acid tert-butyl ester